diammonium hydrogen-phosphate P(=O)(O)([O-])[O-].[NH4+].[NH4+]